3-Methylsulfanyl-1-[3-(trimethoxysilyl)propyl]-1,2,4-triazole CSC1=NN(C=N1)CCC[Si](OC)(OC)OC